(2E)-2-[2-[[(Z)-[1-(2,6-difluoro-4-methoxy-phenyl)-2-methoxy-ethylidene]amino]-oxymethyl]-3-methyl-phenyl]-2-methoxyimino-N-methyl-acetamide FC1=C(C(=CC(=C1)OC)F)/C(/COC)=N/OCC1=C(C=CC=C1C)\C(\C(=O)NC)=N/OC